ClC1=NN=C(C2=CC(=C(C=C12)OC)OC)Cl 1,4-dichloro-6,7-dimethoxyphthalazine